4-(4'-acetylphenoxy)-butyric acid C(C)(=O)C1=CC=C(OCCCC(=O)O)C=C1